BrC1=CC=C(C=C1)C1=NC(=NC(=N1)C1=CC=CC2=CC=CC=C12)N1C2=CC=CC=C2C=2C=CC=CC12 9-(4-(4-bromophenyl)-6-(naphthalen-1-yl)-1,3,5-triazin-2-yl)-9H-carbazole